tert-butyl (2S,4S)-2-(hydroxymethyl)-4-((6-(trifluoromethyl) pyridin-3-yl)oxy)pyrrolidin-1-carboxylate OC[C@H]1N(C[C@H](C1)OC=1C=NC(=CC1)C(F)(F)F)C(=O)OC(C)(C)C